N-cyclopropyl-2-(difluoromethoxy)-4-[7-[[(3R)-1-(2-hydroxyethyl)-3-piperidyl]methoxy]imidazo[1,2-a]pyridin-3-yl]-6-methoxy-benzamide C1(CC1)NC(C1=C(C=C(C=C1OC)C1=CN=C2N1C=CC(=C2)OC[C@H]2CN(CCC2)CCO)OC(F)F)=O